(5-(4-(6-cyanopyridin-3-yl)piperidine-1-carbonyl)-2-methylphenyl)-6-(isopropylamino)nicotinamide C(#N)C1=CC=C(C=N1)C1CCN(CC1)C(=O)C=1C=CC(=C(C1)C1=C(C(=O)N)C=CC(=N1)NC(C)C)C